3-{3-[2-(2,6-dioxopiperidin-3-yl)-3-oxo-1H-isoindol-5-yl]propoxy}propanoic acid tert-butyl ester C(C)(C)(C)OC(CCOCCCC=1C=C2C(N(CC2=CC1)C1C(NC(CC1)=O)=O)=O)=O